3-fluoro-4-(8,9,10,11-tetrahydro-3H-pyrrolo[3,2-a]phenanthridin-7-yl)phenol FC=1C=C(C=CC1C1=NC2=CC=C3C(=C2C=2CCCCC12)C=CN3)O